butyl N-{3-fluoro-4-[(5-formyl-4-methylpyridin-3-yl)methyl]pyridin-2-yl}carbamate FC=1C(=NC=CC1CC=1C=NC=C(C1C)C=O)NC(OCCCC)=O